5-chloro-N-(4-(3-(4-chloro-3-fluorophenoxy)propyl)piperazin-1-yl)benzofuran-2-carboxamide tert-butyl-(E)-3-(3-ethoxy-3-oxoprop-1-en-1-yl)azetidine-1-carboxylate C(C)(C)(C)OC(=O)N1CC(C1)\C=C\C(=O)OCC.ClC=1C=CC2=C(C=C(O2)C(=O)NN2CCN(CC2)CCCOC2=CC(=C(C=C2)Cl)F)C1